N1N=NC2=C1C=CC(=C2)CN2C(C1=CC=CC(=C1C2=O)F)CC=2C(=NC=CC2C)C#N 3-((2-((1H-benzo[d][1,2,3]triazol-5-yl)methyl)-4-fluoro-3-oxoisoindolin-1-yl)methyl)-4-methylpicolinonitrile